1,4-bis(6-hydroxyhexyl)benzene tert-butyl-4-(1,3-benzothiazol-4-yl)piperidine-1-carboxylate C(C)(C)(C)OC(=O)N1CCC(CC1)C1=CC=CC2=C1N=CS2.OCCCCCCC2=CC=C(C=C2)CCCCCCO